1,5,6,7-tetrahydropyrano[3,2-c]pyrazole-6-carboxylic acid methyl ester COC(=O)C1CC=2NN=CC2OC1